FC1=C2C(=CC(=CC2=CC(=C1F)[Si](C)(C)C)O)OCOC 5,6-difluoro-4-(methoxymethoxy)-7-(trimethylsilyl)naphthalene-2-ol